The molecule is an L-alpha-amino acid zwitterion obtained by transfer of a proton from the carboxy to the amino group of L-valine; major species at pH 7.3. It is a tautomer of a L-valine. CC(C)[C@@H](C(=O)[O-])[NH3+]